4-phenyl-2-(thiophen-3-yl)thiazole C1(=CC=CC=C1)C=1N=C(SC1)C1=CSC=C1